(3-(4-(N-((1,2,3,5,6,7-hexahydro-s-indacen-4-yl)carbamoyl)sulfamoyl)piperidin-1-yl)propyl)boronic acid C1CCC2=C(C=3CCCC3C=C12)NC(=O)NS(=O)(=O)C1CCN(CC1)CCCB(O)O